FC1=CC=C(C=C1)OC(=O)N1CC2=CC=CC=C2CC1 (4-fluorophenyl)-3,4-dihydroisoquinoline-2(1H)-carboxylate